6-(trifluoromethoxy)benzenesulfonamide FC(OC1=CC=CC=C1S(=O)(=O)N)(F)F